NCCNCCNCCC[Si](OC)(OC)OC 3-[2-(2-aminoethyl-amino)ethylamino]propyl-trimethoxysilane